ClC=1C=C(C=CC1C#N)N1CC2(C[C@@H]1C)CCN(CC2)C2=CC=C(C(=O)N1CCN(CC1)C(=O)OC(C)(C)C)C=C2 tert-Butyl (S)-4-(4-(2-(3-chloro-4-cyanophenyl)-3-methyl-2,8-diazaspiro[4.5]decan-8-yl)benzoyl)piperazine-1-carboxylate